1-O-tetradecanoyl-sn-glycero-3-phosphoethanolamine C(CCCCCCCCCCCCC)(=O)OC[C@@H](O)COP(=O)(O)OCCN